FC1=CC=C(C=N1)C1(CC1)NCCC(=O)N1CC2CCC(C1)N2C2=NC=C(C#N)C=C2 6-(3-(3-((1-(6-fluoropyridin-3-yl)cyclopropyl)amino)propanoyl)-3,8-diazabicyclo[3.2.1]octan-8-yl)nicotinonitrile